N-(4-(1-(cyclopropanecarbonyl)indolin-5-yl)-5-methylthiazol-2-yl)-2-(3-((5-((2-(2,6-dioxopiperidin-3-yl)-1,3-dioxoisoindolin-5-yl)amino)-3,3-dimethylpentyl)oxy)phenyl)acetamide C1(CC1)C(=O)N1CCC2=CC(=CC=C12)C=1N=C(SC1C)NC(CC1=CC(=CC=C1)OCCC(CCNC=1C=C2C(N(C(C2=CC1)=O)C1C(NC(CC1)=O)=O)=O)(C)C)=O